COC1C[C@H](N(C1)C)CO [(2S)-4-methoxy-1-methyl-pyrrolidin-2-yl]methanol